ClC1=C(C=CC(=C1)OCC=1C(=NOC1C1CC1)C1=C(C=CC=C1Cl)Cl)C#CC=1C=C(C2=C(N=C(O2)C2CC2)C1)C(=O)OC methyl 5-((2-chloro-4-((5-cyclopropyl-3-(2,6-dichlorophenyl)isoxazol-4-yl)methoxy)phenyl)ethynyl)-2-Cyclopropylbenzo[d]oxazole-7-carboxylate